C(#N)C1=CC=C(C=C1)C1=C(N=C2N1C=C(C=C2)C(=O)NC)C2=CC=C(C=C2)C 3-(4-cyanophenyl)-N-methyl-2-(p-tolyl)imidazo[1,2-a]pyridine-6-carboxamide